NC1=CC(=C(C(=C1S)C)C)C 6-amino-2,3,4-trimethylbenzenethiol